methyl 4-bromobutyrate (methyl 4-bromobutanoate) CC(C(=O)O)CCBr.BrCCCC(=O)OC